(4'-chloro-[1,1'-biphenyl]-4-yl)(3-methoxy-4-(4-methyl-1H-imidazol-1-yl)phenyl)methanone ClC1=CC=C(C=C1)C1=CC=C(C=C1)C(=O)C1=CC(=C(C=C1)N1C=NC(=C1)C)OC